1-(2,4-dichlorophenyl)-3-hydroxypropan-2-one ClC1=C(C=CC(=C1)Cl)CC(CO)=O